5-carboxymethyl-2'-methyluridine C(=O)(O)CC=1C(NC(N([C@H]2[C@](O)([C@H](O)[C@@H](CO)O2)C)C1)=O)=O